3-{[2-(4-chlorophenyl)imidazo-[1,2-a]pyridin-3-yl]methyl}-3,8-diazabicyclo[3.2.1]octane dihydrochloride Cl.Cl.ClC1=CC=C(C=C1)C=1N=C2N(C=CC=C2)C1CN1CC2CCC(C1)N2